(R)-4-(4-(4-(tert-butyl)benzyl)-3-methylpiperazin-1-yl)quinazoline hydrochloride Cl.C(C)(C)(C)C1=CC=C(CN2[C@@H](CN(CC2)C2=NC=NC3=CC=CC=C23)C)C=C1